FC=1C=C(CNC(=O)C2(C(N(CC2)C2=CC3=C(NC(=C3)C(=O)N)S2)=O)O)C=C(C1)F 2-(3-(3,5-difluorobenzylcarbamoyl)-3-hydroxy-2-oxopyrrolidin-1-yl)-6H-thieno[2,3-b]pyrrole-5-carboxamide